tert-butyl 5-(1-((2-(trimethylsilyl) ethoxy) methyl)-1H-pyrazol-3-yl)-3,6-dihydropyridine-1(2H)-carboxylate C[Si](CCOCN1N=C(C=C1)C1=CCCN(C1)C(=O)OC(C)(C)C)(C)C